3-chloro-5-[3-[1-[3,6-dimethyl-4-oxo-2-(1-piperidyl)chromen-8-yl]ethylamino]-2-pyridyl]-2-(4,4,5,5-tetramethyl-1,3,2-dioxaborolan-2-yl)benzaldehyde ClC=1C(=C(C=O)C=C(C1)C1=NC=CC=C1NC(C)C=1C=C(C=C2C(C(=C(OC12)N1CCCCC1)C)=O)C)B1OC(C(O1)(C)C)(C)C